(2S)-3-methoxy-N-[5-[[(3R)-1-(6-methylpyridazin-3-yl)pyrrolidin-3-yl]amino]-1,3,4-thiadiazol-2-yl]-2-phenyl-propionamide COC[C@@H](C(=O)NC=1SC(=NN1)N[C@H]1CN(CC1)C=1N=NC(=CC1)C)C1=CC=CC=C1